FC=1C(=CC2=C(C(NC=3CN(C[C@@H](C23)N(C(=O)C=2NC3=CC=CC=C3C2)C)C)=O)C1)F |r| Racemic-N-(8,9-difluoro-3-methyl-6-oxo-1,2,3,4,5,6-hexahydrobenzo[c][1,7]naphthyridine-1-yl)-N-methyl-1H-indole-2-carboxamide